2-((6-chloro-2-methylpyrimidin-4-yl)amino)-N-(3,5-dimethylisoxazol-4-yl)thiazole-5-carboxamide ClC1=CC(=NC(=N1)C)NC=1SC(=CN1)C(=O)NC=1C(=NOC1C)C